2-(1-((2-((2-(4-aminopiperidin-1-yl)pyrimidin-5-yl)oxy)-6-(3,5-dichlorophenyl)pyridin-4-yl)methyl)piperidin-4-yl)acetic acid NC1CCN(CC1)C1=NC=C(C=N1)OC1=NC(=CC(=C1)CN1CCC(CC1)CC(=O)O)C1=CC(=CC(=C1)Cl)Cl